P(=S)(O)([O-])[O-] O-hydrogen (R)-thiophosphate